(4-tert-butylbenzylidene)-2,4-thiazolidinedione C(C)(C)(C)C1=CC=C(C=C2C(NC(S2)=O)=O)C=C1